4-methyl-1-trifluoromethyl-pyrazole CC=1C=NN(C1)C(F)(F)F